methyl 4-(4-(dimethoxymethyl) piperidin-1-yl)-2-fluorobenzoate COC(C1CCN(CC1)C1=CC(=C(C(=O)OC)C=C1)F)OC